C(CCCCCCCCCCC)CCC(=S)OCC(COC(CCCCCCCCCCCCCC)=S)(COC(CCCCCCCCCCCCCC)=S)COC(CCCCCCCCCCCCCC)=S pentaerythritol-tetrakis(3-dodecyl thiopropionate)